COC1=CC=C(C=C1)N1C(N(C2=NC(=NC=C2C1)NCC(F)(F)F)C1=CC=C(C(=O)OC)C=C1)=O methyl 4-(3-(4-methoxyphenyl)-2-oxo-7-((2,2,2-trifluoroethyl)amino)-3,4-dihydropyrimido[4,5-d]pyrimidin-1(2H)-yl)benzoate